4-(3-ethylheptadecan-3-yl)oxazol-2(3H)-one C(C)C(CC)(CCCCCCCCCCCCCC)C=1NC(OC1)=O